2-chloro-N-methyl-4-((4-(1-methyl-4-(trifluoromethyl)-1H-imidazol-2-yl)benzyl)oxy)pyrimidin-5-amine ClC1=NC=C(C(=N1)OCC1=CC=C(C=C1)C=1N(C=C(N1)C(F)(F)F)C)NC